4-(2-isocyanatocyclohexyl-methyl)-phenyl isocyanate N(=C=O)C1C(CCCC1)CC1=CC=C(C=C1)N=C=O